NCCOCCOCCC(=O)NC1=C(C(=O)NC=2SC(=C(N2)C)[N+](=O)[O-])C=CC=C1 2-(3-(2-(2-aminoethoxy)ethoxy)propanamido)-N-(4-methyl-5-nitrothiazol-2-yl)benzamide